pyridin-3-ylmethylsulfonamide N1=CC(=CC=C1)CS(=O)(=O)N